COC(=O)C=1C=C(C2=C(N(C=N2)C/C(=C/CN)/F)C1)C1=CC(=CC=C1)S(NC1CC1)(=O)=O (Z)-1-(4-amino-2-fluorobut-2-en-1-yl)-4-(3-(N-cyclopropylsulfamoyl)phenyl)-1H-benzo[d]imidazole-6-carboxylic acid methyl ester